FC1=CC=C2C(=CNC2=C1)CC(=O)N1CCN(CC1)C(=O)C1OCCC1 2-(6-fluoro-1H-indol-3-yl)-1-(4-(tetrahydrofuran-2-carbonyl)piperazin-1-yl)ethan-1-one